FC=1C=C(C(=O)OC)C=C(C1C=1N=C2N(C=CC(=C2)C)C1)F methyl 3,5-difluoro-4-(7-methylimidazo[1,2-a]pyridin-2-yl)benzoate